{[(1-{2-Chloro-4-fluoro-5-[3-methyl-2,6-dioxo-4-(trifluoromethyl)-3,6-dihydropyrimidin-1(2H)-yl]phenoxy}cyclopropyl)carbonyl]oxy}acetic acid ClC1=C(OC2(CC2)C(=O)OCC(=O)O)C=C(C(=C1)F)N1C(N(C(=CC1=O)C(F)(F)F)C)=O